(S)-4-((1-(4-chloro-8-(3-fluoro-4,5-dihydroxyphenyl)-1-oxo-2-phenyl-1,2-dihydroisoquinolin-3-yl)ethyl)amino)pyrido[2,3-d]pyrimidin-5(8H)-one ClC1=C(N(C(C2=C(C=CC=C12)C1=CC(=C(C(=C1)O)O)F)=O)C1=CC=CC=C1)[C@H](C)NC=1C2=C(N=CN1)NC=CC2=O